ethyl 2-(2-(3-cyanobenzoyl) hydrazino)-2-oxoacetate C(#N)C=1C=C(C(=O)NNC(C(=O)OCC)=O)C=CC1